5,15-dichloro-21,23-difluoro-16-methoxy-18,18-dioxo-8,11-dioxa-18λ6-thia-19-azatetracyclo[18.3.1.113,17.02,7]pentacosa-1(24),2,4,6,13,15,17(25),20,22-nonaen-12-one ClC1=CC=C2C=3C(=CC(=C(NS(C=4C(=C(C=C(C(OCCOC2=C1)=O)C4)Cl)OC)(=O)=O)C3)F)F